ClCC=1C(=C2NC(C=3N(C2=CC1)C=CC3)=O)F 7-(chloromethyl)-6-fluoropyrrolo[1,2-a]quinoxalin-4(5H)-one